4-(4-((Cyclohexyldisulfaneyl)methyl)phenyl)-2-(2,6-difluorophenyl)-4,5-dihydrooxazole C1(CCCCC1)SSCC1=CC=C(C=C1)C1N=C(OC1)C1=C(C=CC=C1F)F